Dibenzo[b,d]furan-2-sulfonic acid C1=C(C=CC=2OC3=C(C21)C=CC=C3)S(=O)(=O)O